C(C)(C)(C)OC(NC(C)C1=CC(=CC2=CC=CC=C12)Br)=O tert-butyl(1-(3-bromonaphthalen-1-yl)ethyl)carbamate